(R)-N-(2-(4-amino-2-oxopyrimidin-1(2H)-yl)acetyl)-N-(2-amino-3-hydroxypropyl)glycine NC1=NC(N(C=C1)CC(=O)N(CC(=O)O)C[C@H](CO)N)=O